N-(2-chlorophenyl)-4-((2-((4-((4-(((1-(4-(2,6-dioxopiperidin-3-yl)phenyl)piperidin-4-yl)methyl)(methyl)amino)cyclohexyl)carbamoyl)phenyl)amino)-5-fluoropyrimidin-4-yl)amino)benzamide ClC1=C(C=CC=C1)NC(C1=CC=C(C=C1)NC1=NC(=NC=C1F)NC1=CC=C(C=C1)C(NC1CCC(CC1)N(C)CC1CCN(CC1)C1=CC=C(C=C1)C1C(NC(CC1)=O)=O)=O)=O